ClC1=CC2=C(N(C=N2)CCC[C@H]2NCCC[C@@H]2O)C(=C1)C=1C=NN(C1)C(C)C (2R,3S)-2-(3-(5-chloro-7-(1-isopropyl-1H-pyrazol-4-yl)-1H-benzo[d]imidazol-1-yl)propyl)piperidin-3-ol